ClC1=C(C=CC(=C1)F)C1(CC1)C1=NOC(=N1)C1=NN(C(=C1)C(F)F)CCCS(=O)(=O)C 3-(1-(2-chloro-4-fluorophenyl)cyclopropyl)-5-(5-(difluoromethyl)-1-(3-(methylsulfonyl)propyl)-1H-pyrazol-3-yl)-1,2,4-oxadiazole